NC=1C(=C(C=C2C=C(N=CC12)NC(=O)NC1CCOCC1)C1=C(C2=C(OCCN2)N=C1)C)F 1-(8-Amino-7-fluoro-6-(8-methyl-2,3-dihydro-1H-pyrido[2,3-b][1,4]oxazin-7-yl)isoquinolin-3-yl)-3-(tetrahydro-2H-pyran-4-yl)urea